C(N)(=O)C=1N(N=C2C1N=CC=C2C2CCN(CC2)C(=O)OC(C)(C)C)C2=C(C=C(C=C2)OC2=CC=CC=C2)OC tert-butyl 4-[3-carbamoyl-2-(2-methoxy-4-phenoxyphenyl)-2H-pyrazolo[4,3-b]pyridin-7-yl]piperidine-1-carboxylate